O=C1OCCC2=C1N(C=N2)C2=CC=C(C#N)C=C2 4-{4-oxo-3H,4H,6H,7H-pyrano[3,4-d]imidazol-3-yl}benzonitrile